C(C1=CC=CC=C1)OC([C@H](C(CCN1C[C@H](N(CC1)C(=O)OC(C)(C)C)C(=O)OC)(C)C)NC(=O)OC1=CC=CC=C1)=O (S)-1-tert-butyl 2-methyl 4-((S)-5-(benzyloxy)-3,3-dimethyl-5-oxo-4-((phenoxycarbonyl)amino)pentyl)piperazine-1,2-dicarboxylate